C1N(CC12CCNCC2)CCN2C(=C(C1=CC=C(C(=C21)C=2C(=NN(C2C)C)C)Cl)CCCOC2=CC=CC1=CC(=CC=C21)F)C(=O)OC(C)(C)C tert-butyl 1-(2-(2,7-diazaspiro[3.5]nonan-2-yl)ethyl)-6-chloro-3-(3-((6-fluoronaphthalen-1-yl)oxy)propyl)-7-(1,3,5-trimethyl-1H-pyrazol-4-yl)-1H-indole-2-carboxylate